Nonadecanic acid C(CCCCCCCCCCCCCCCCCC)(=O)O